3,7-dimethyl-10H-phenoxazine CC=1C=CC=2NC3=CC=C(C=C3OC2C1)C